N,4-dimethylpiperidin-4-amine CNC1(CCNCC1)C